(5s,7s)-7-fluoro-2-trans-(3-fluorocyclobutyl)sulfonyl-5-(3-fluorophenyl)-6,7-dihydro-5H-pyrrolo[1,2-b][1,2,4]triazole F[C@H]1C[C@H](N2N=C(N=C21)S(=O)(=O)C2CC(C2)F)C2=CC(=CC=C2)F